FC1=C(C=C(C=C1)NC(C=C)=O)NC1=NC(=NC=C1C1=CC(=NC=C1)OC)NC=1C=NN(C1)C N-(4-fluoro-3-((5-(2-methoxypyridin-4-yl)-2-((1-methyl-1H-pyrazol-4-yl)amino)pyrimidin-4-yl)amino)phenyl)acrylamide